2-Chloro-4-[2-(2-fluoro-4-nitrophenoxy)-4-iodophenyl]pyrimidine ClC1=NC=CC(=N1)C1=C(C=C(C=C1)I)OC1=C(C=C(C=C1)[N+](=O)[O-])F